4-methyl-1,2,3-triazine CC1=NN=NC=C1